3-[4-[4-[(4S)-3,3-difluoro-4-piperidinyl]piperazin-1-yl]-3-methyl-2-oxo-benzimidazol-1-yl]piperidine-2,6-dione FC1(CNCC[C@@H]1N1CCN(CC1)C1=CC=CC=2N(C(N(C21)C)=O)C2C(NC(CC2)=O)=O)F